1'H-spiro[azetidine-3,3'-furo[3,4-c]pyridine] C1OC2(C=3C=NC=CC31)CNC2